C(C)C(COCC(COC(CCCBr)=O)(COCC(CCCC)CC)COCC(CCCC)CC)CCCC.O(C1=CC=CC=C1)C1CCN(CC1)C=O (4-phenoxypiperidin-1-yl)methanone 3-((2-Ethylhexyl)oxy)-2,2-bis(((2-Ethylhexyl)oxy)methyl)propyl-4-bromobutanoate